3-(3-methyl-2-oxo-4-(3-oxoazetidin-1-yl)-2,3-dihydro-1H-benzo[d]imidazole-1-yl)piperidine-2,6-dione CN1C(N(C2=C1C(=CC=C2)N2CC(C2)=O)C2C(NC(CC2)=O)=O)=O